FC1(C(CCCC1)N1CCN(CC1)C1=C(N)C=CC=C1)F 2-[4-(2,2-difluorocyclohexyl)piperazin-1-yl]aniline